The molecule is an alpha-amino-acid anion that is the conjugate base of aspartic acid. It has a role as a fundamental metabolite. It is a conjugate base of an aspartic acid. It is a conjugate acid of an aspartate(2-). C(C(C(=O)[O-])[NH3+])C(=O)[O-]